(Cis)-3-((4-(2-(ethoxymethoxy)-4-ethynylphenyl)-5,6,7,8-tetrahydrophthalazin-1-yl)amino)-1-methylcyclobutan-1-ol C(C)OCOC1=C(C=CC(=C1)C#C)C1=NN=C(C=2CCCCC12)NC1CC(C1)(O)C